ClC1=NN2C(N=CC(=C2[C@H](C)OC)NC(NC=2C=C(C(=NC2)C(=O)NOCCC#C)C(F)F)=O)=C1 (S)-5-(3-(2-chloro-7-(1-methoxyethyl)pyrazolo[1,5-a]pyrimidin-6-yl)ureido)-3-(difluoromethyl)-N-(propargylmethoxy)picolinamide